ClC=1C=C2C(=CN=C(C2=CN1)O[C@@H]1C[C@@H](C1)C(=O)N1CC(C1)OC)C(CC)N[S@@](=O)C(C)(C)C (S)-N-(1-(6-Chloro-1-(cis-3-(3-methoxyazetidine-1-carbonyl)cyclobutoxy)-2,7-naphthyridin-4-yl)propyl)-2-methylpropane-2-sulfinamide